2-(4-((4-(2-(benzoyloxyimino)octanoyl)phenyl)thio)benzylidene)malonic acid dimethyl ester COC(C(C(=O)OC)=CC1=CC=C(C=C1)SC1=CC=C(C=C1)C(C(CCCCCC)=NOC(C1=CC=CC=C1)=O)=O)=O